7-(4-(1-methyl-1H-pyrazol-4-yl)-1H-pyrrolo[2,3-b]pyridin-3-yl)-3,4-dihydropyrrolo[1,2-a]pyrazin-1(2H)-one CN1N=CC(=C1)C1=C2C(=NC=C1)NC=C2C=2C=C1N(CCNC1=O)C2